C(=C)C1CC23C(CC1)(O2)O3 epoxy1,2-epoxy-4-vinylcyclohexane